benzo[d][1,3]Dioxolen-2-ylmethylamine O1C(OC2=C1C=CC=C2)CN